N[C@@](C(=O)OC(C)C)(C)C1=C(C=CC=C1)[N+](=O)[O-] Isopropyl (S)-2-amino-2-(2-nitrophenyl)propanoate